C(C)(=O)OCCCCCCCCCCC\C=C\C (E)-12-Tetradecenyl acetate